8-n-hexylthio-2'-O-methyladenosine C(CCCCC)SC=1N([C@H]2[C@H](OC)[C@H](O)[C@@H](CO)O2)C=2N=CN=C(C2N1)N